CN1N=C(C=C1)C(=C)C1=CC=CC=C1 1-methyl-3-(1-phenylethenyl)-1H-pyrazole